7-chloro-6-(3-fluoro-2-pyridinyl)-4-methyl-8-(trifluoromethyl)-4H-imidazo[1,2-a][1,4]benzodiazepine-2-Formic acid ethyl ester C(C)OC(=O)C=1N=C2N(C3=C(C(=NC2C)C2=NC=CC=C2F)C(=C(C=C3)C(F)(F)F)Cl)C1